1-(9Z,12Z-heptadecadienoyl)-2-(11Z,14Z-eicosadienoyl)-glycero-3-phosphoserine CCCCC/C=C\C/C=C\CCCCCCCCCC(=O)O[C@H](COC(=O)CCCCCCC/C=C\C/C=C\CCCC)COP(=O)(O)OC[C@@H](C(=O)O)N